C(#N)CC=1N(C=C[N+]1C)C 2-cyanomethyl-1,3-dimethyl-imidazolium